ethyl 4-(methoxymethyl)-5-(pyridin-2-ylmethoxy)-9H-pyrido[3,4-b]indole-3-carboxylate COCC1=C(N=CC=2NC3=CC=CC(=C3C21)OCC2=NC=CC=C2)C(=O)OCC